C(C)(C)N1N=CC2=C1OC[C@@H](C(N2)=O)NC(OC(C)(C)C)=O (S)-tert-butyl (1-isopropyl-5-oxo-4,5,6,7-tetrahydro-1H-pyrazolo[3,4-b][1,4]oxazepin-6-yl)carbamate